(rel-(1R,3S,5s)-5-((4-hydroxybutyl)(methyl)amino)cyclohexane-1,3-diyl)bis(methylene) bis(2-pentyldecanoate) C(CCCC)C(C(=O)OC[C@@H]1C[C@@H](CC(C1)N(C)CCCCO)COC(C(CCCCCCCC)CCCCC)=O)CCCCCCCC |o1:10,12|